diethyl 2,2'-((((7-(2-((1,1-dimethylethylsulfinamido)methyl)-3-fluoropyridin-4-yl)benzofuran-2,5-diyl)bis(methylene))bis(oxy))bis(2,1-phenylene))diacetate CC(C)(S(=O)NCC1=NC=CC(=C1F)C1=CC(=CC=2C=C(OC21)COC2=C(C=CC=C2)CC(=O)OCC)COC2=C(C=CC=C2)CC(=O)OCC)C